cyclopropyl-4-(4,4,5,5-tetramethyl-1,3,2-dioxaborolan-2-yl)-3,6-dihydro-2H-pyridine C1(CC1)C1NCC=C(C1)B1OC(C(O1)(C)C)(C)C